N-(9-(3-(2,4-dioxotetrahydropyrimidin-1(2H)-yl)benzoyl)-3,9-diazaspiro[5.5]Undec-3-yl)-3-methoxybenzamide O=C1N(CCC(N1)=O)C=1C=C(C(=O)N2CCC3(CCN(CC3)NC(C3=CC(=CC=C3)OC)=O)CC2)C=CC1